NC1=CC(=C(C(=C1)F)N1CCC(CC1)CN1CCC2(CC(C2)CNC(OC(C)(C)C)=O)CC1)F tert-butyl ((7-((1-(4-amino-2,6-difluorophenyl)piperidin-4-yl)methyl)-7-azaspiro[3.5]nonan-2-yl)methyl)carbamate